N1C=CC=2C1=NC=CC2OC2CCC(CC2)NC(OC(C)(C)C)=O tert-butyl (4-((1H-pyrrolo[2,3-b]pyridin-4-yl)oxy)cyclohexyl)carbamate